FC=1C=C(CNC(C2=CC=C(C=C2)C2=NC=NC3=CC(=C(C=C23)OC)OCCCN2CCN(CC2)C)=O)C=CC1F N-(3,4-difluorobenzyl)-4-(6-methoxy-7-(3-(4-methylpiperazin-1-yl)propoxy)quinazolin-4-yl)benzamide